N[C@@H](C(C)(C)C)C(=O)O tert-leucine